6-chloro-8-fluoro-7-(6-fluoro-3,4-dihydroquinolin-1(2H)-yl)-2-((1-methylpyrrolidin-2-yl)methoxy)-4-(piperazin-1-yl)quinazoline ClC=1C=C2C(=NC(=NC2=C(C1N1CCCC2=CC(=CC=C12)F)F)OCC1N(CCC1)C)N1CCNCC1